C(C)(C)(C)OC([C@H](CC)OC1=C(C=C(C=C1)Br)C1=NOCC1OCCCC)=O tert-Butyl-(2S)-2-[4-bromo-2-(4-butoxy-4,5-dihydroisoxazol-3-yl)phenoxy]butanoat